FC=1C=C(CN2CC(C2)C(=O)N2C3=C(OCC2)C(=CN=C3)C3=CC2=CC(N=C2C=C3)=O)C=CC1 5-(4-(1-(3-fluorobenzyl)azetidine-3-carbonyl)-3,4-dihydro-2H-pyrido[4,3-b][1,4]oxazin-8-yl)indol-2-one